C(C)(C)(C)OC(CN1C(C2=CC(=CC=C2C1)C1=NC(=NC=C1)Cl)=O)=O 2-[6-(2-Chloropyrimidin-4-yl)-1-oxo-2,3-dihydro-1H-isoindol-2-yl]acetic acid tert-butyl ester